C1(=CC=CC=C1)N(C(O)=O)C1=C(C(=CC(=C1)C)C)F.C(C)(C)(C)N[C@@H](CCC(=O)O)C(=O)O t-butyl-glutamic acid phenyl-(2-fluoro-3,5-dimethylphenyl)carbamate